2,3-dihydro-1H-isoindole-2-carboxylic acid tert-butyl ester C(C)(C)(C)OC(=O)N1CC2=CC=CC=C2C1